bromobutyryl-Amine BrCCCC(=O)N